(S)-(4-(4-methylpyrazolo[1,5-a]pyridin-2-yl)-6,7-dihydro-1H-imidazo[4,5-c]pyridin-5(4H)-yl)(pyrazolo[1,5-a]pyridin-3-yl)methanone CC=1C=2N(C=CC1)N=C(C2)[C@H]2N(CCC1=C2N=CN1)C(=O)C=1C=NN2C1C=CC=C2